NC1=C2C(=NC=N1)N(N=C2C2=CC=C(C=C2)OC2=CC=C(C=C2)F)C2C(CCC2)=O (4-amino-3-(4-(4-fluorophenoxy)phenyl)-1H-pyrazolo[3,4-d]pyrimidin-1-yl)cyclopentane-1-one